C(C)N([C@H](C(=O)N(C)[C@@H](C)C1=CC=C(C=C1)C1=NNC(=C1C(C)C)C=1C=C(C=2N(C1)N=CN2)OC)C)C (S)-2-(ethyl(methyl)amino)-N-((S)-1-(4-(4-isopropyl-5-(8-methoxy-[1,2,4]triazolo[1,5-a]pyridin-6-yl)-1H-pyrazol-3-yl)phenyl)ethyl)-N-methylpropanamide